tert-Butyl 6-(difluoromethyl)indoline-1-carboxylate FC(C1=CC=C2CCN(C2=C1)C(=O)OC(C)(C)C)F